sodium (acrylate) C(C=C)(=O)[O-].[Na+]